C(C)OC(C1=CC=C(CN(C)CC2=C(C=C(C=C2)OC)OC)C=C1)OCC N-(4-(diethyloxymethyl)benzyl)-1-(2,4-dimethoxyphenyl)-N-methylmethylamine